(3-methacryloxypropyl)-triisopropoxysilane C(C(=C)C)(=O)OCCC[Si](OC(C)C)(OC(C)C)OC(C)C